FC(C1=CC=C(CC(C(=O)O)C(=O)O)C=C1)(F)F 4-(trifluoromethyl)benzylmalonic acid